1-(5-chloro-6-methoxypyridazin-3-yl)-N-ethylethan-1-amine ClC=1C=C(N=NC1OC)C(C)NCC